FC(C1=CC=C(C=C1)C1=C2C=CC(=CC2=CC=C1)C(=O)NCCOCCOCCNC(OC(C)(C)C)=O)(F)F Tert-Butyl (2-(2-(2-(5-(4-(trifluoromethyl)phenyl)-2-naphthamido)ethoxy)ethoxy)ethyl)carbamate